6,6'-(4-(dibenzo[b,d]thiophen-4-yl)-[1,1'-biphenyl]-3,3'-diyl)bis(2,4-diphenyl-1,3,5-triazine) C1=CC=C(C=2SC3=C(C21)C=CC=C3)C3=C(C=C(C=C3)C3=CC(=CC=C3)C3=NC(=NC(=N3)C3=CC=CC=C3)C3=CC=CC=C3)C3=NC(=NC(=N3)C3=CC=CC=C3)C3=CC=CC=C3